C1NCC12CC(C2)CN2C(C=C(C=C2)C2(CC2)C(F)(F)F)=O 1-(2-azaspiro[3.3]heptan-6-ylmethyl)-4-[1-(trifluoromethyl)cyclopropyl]pyridin-2-one